5-cyclopropyl-2-(pyridin-4-yl)-4-(2,8-diazaspiro[4.5]decan-8-yl)pyrido[3,4-d]pyrimidine C1(CC1)C1=CN=CC=2N=C(N=C(C21)N2CCC1(CCNC1)CC2)C2=CC=NC=C2